3-[6-(benzyloxy)-5-methylpyrazin-2-yl]cyclopent-2-en-1-one C(C1=CC=CC=C1)OC1=C(N=CC(=N1)C1=CC(CC1)=O)C